C(C)OC(/C(/C(CCl)=O)=C/N(C)C)=O (E)-4-chloro-2-((dimethylamino)methylene)-3-oxobutanoic acid ethyl ester